sodium 2,6-difluorophenol FC1=C(C(=CC=C1)F)O.[Na]